(2RS)-2-amino-2-(6,7-dihydro-5H-pyrrolo[1,2-c]imidazol-1-yl)acetic acid ethyl ester hydrochloride Cl.C(C)OC([C@@H](C1=C2N(C=N1)CCC2)N)=O |r|